14-tert-butoxy-14-oxo-tetradecanoic acid C(C)(C)(C)OC(CCCCCCCCCCCCC(=O)O)=O